(4-bromo-3-fluorobenzyl)-5-fluoro-2-methoxybenzamide BrC1=C(C=C(CC=2C(=C(C(=O)N)C=C(C2)F)OC)C=C1)F